N-((1R)-1-(3-(2,2-difluorocyclopropyl)-2-fluorophenyl)ethyl)-2-methyl-7,8,10,11-tetrahydro-[1,4,7]trioxonino[2,3-g]quinazolin-4-amine FC1(C(C1)C=1C(=C(C=CC1)[C@@H](C)NC1=NC(=NC2=CC3=C(C=C12)OCCOCCO3)C)F)F